OCC1(CC1)NC(OCC1=CC=CC=C1)=O benzyl N-[1-(hydroxymethyl)cyclopropyl]carbamate